trifluoromethanesulfonic acid [1-[(4-methoxyphenyl) methyl]-2,6-dioxo-3-piperidinyl] ester COC1=CC=C(C=C1)CN1C(C(CCC1=O)OS(=O)(=O)C(F)(F)F)=O